ethyl benzoyl-2,4,6-trimethylbenzoylphosphonate C(C1=CC=CC=C1)(=O)C=1C(=C(C(=O)P(OCC)([O-])=O)C(=CC1C)C)C